FC1=C(C(=CC=C1)C)N1N=C2C(=C(C1=O)C)NN=C2C2=CC=C(C=C2)N2CCN(CC2)C 5-(2-Fluoro-6-methylphenyl)-7-methyl-3-(4-(4-methylpiperazin-1-yl)phenyl)-1H-pyrazolo[4,3-c]pyridazin-6(5H)-on